1-cyclopropyl-N-((5-(trifluoro-methyl)pyridin-2-yl)methyl)-1H-pyrazol-4-amine C1(CC1)N1N=CC(=C1)NCC1=NC=C(C=C1)C(F)(F)F